ethyl 3-(4-isopropoxy-3-methoxyphenyl)-3-((4-(trifluoromethoxy)phenyl)sulfonamido)propanoate C(C)(C)OC1=C(C=C(C=C1)C(CC(=O)OCC)NS(=O)(=O)C1=CC=C(C=C1)OC(F)(F)F)OC